C12(CC(C1)C2)N2[C@@H](C=1NC3=CC=CC=C3C1C[C@H]2C)C=2C=NC(=CC2)Br (1R,3R)-2-(bicyclo[1.1.1]pentan-1-yl)-1-(6-bromopyridin-3-yl)-3-methyl-2,3,4,9-tetrahydro-1H-pyrido[3,4-b]indole